S1C(=NC2=C1CCC2)C(=O)N 5,6-dihydro-4H-cyclopenta[d]thiazole-2-carboxamide